FC(C)(F)C1=NC=CC(=N1)N1N=C(C=2C=NC(=CC21)NC(C)=O)N2CC(CC2)(C)OC N-(1-(2-(1,1-difluoroethyl)pyrimidin-4-yl)-3-(3-methoxy-3-methylpyrrolidin-1-yl)-1H-pyrazolo[4,3-c]pyridin-6-yl)acetamide